C(=O)(O)CCC(=O)C1=CC2=C(S1)C=C(C(=C2)CCCC2=C(C=C1C(=N2)C=C(S1)C(CCC(=O)O)=O)OC)OC 4-(5-(3-(2-(3-carboxypropanoyl)-6-methoxybenzo[b]thiophen-5-yl)propyl)-6-methoxythieno[3,2-b]pyridin-2-yl)-4-oxobutanoic acid